F[C@H]1CN(CC[C@H]1NC1=CC=CC=2N1N=C(C2SC(F)(F)F)C#CCNC2=C(C=C(C(=O)O)C=C2)OC)C 4-((3-(7-(((3S,4R)-3-fluoro-1-methylpiperidin-4-yl)amino)-3-((trifluoromethyl)thio)pyrazolo[1,5-a]pyridin-2-yl)prop-2-yn-1-yl)amino)-3-methoxybenzoic acid